C(C)(=S)CC(C)=O.[Li] lithium thioacetylacetone